ClC=1C=C(C(CN1)=O)N1CCN(CC1)S(=O)(=O)C 6-chloro-4-(4-(methylsulfonyl)piperazin-1-yl)pyridin-3(2H)-one